NC1=C(C(=NC(=C1Cl)N1C=CC=2C1=NC=CC2Cl)C(=O)O)Cl 4-amino-3,5-dichloro-6-(4-chloro-1H-pyrrolo[2,3-b]pyridin-1-yl)picolinic acid